(S)-N-((R)-1-(5-fluoro-2-methoxyphenyl)but-3-en-1-yl)-2-methylpropan-2-sulfinamide FC=1C=CC(=C(C1)[C@@H](CC=C)N[S@@](=O)C(C)(C)C)OC